C(CCC)C(CCNCC)N butyl-N'-ethyl-propane-1,3-diamine